C(N)(=S)OCCOCCOC(N)=S diethyleneglycol bis(dithiocarbamate)